1-(3-chloro-5-fluoro-4-pyridinyl)ethanol ClC=1C=NC=C(C1C(C)O)F